ethyl 1-(4-chloro-2-(2-fluorobenzoyl) phenyl)-5-methyl-1H-pyrazole-3-carboxylate ClC1=CC(=C(C=C1)N1N=C(C=C1C)C(=O)OCC)C(C1=C(C=CC=C1)F)=O